BrC1=C(C=CC(=C1)O)CC(=O)OC(C)(C)C tert-Butyl 2-(2-bromo-4-hydroxyphenyl)acetate